6-bromo-2-(methylthio)-1H-imidazo[4,5-b]pyrazine BrC1=CN=C2C(=N1)NC(=N2)SC